4-({[4-fluoro-1-(furan-3-carbonyl)-3-[3-methyl-4-oxo-1-(pyrrolidine-1-sulfonyl)azetidin-2-yl]-1H-pyrazol-5-yl]sulfanyl}methyl)benzene-1-carboximidamide FC=1C(=NN(C1SCC1=CC=C(C=C1)C(N)=N)C(=O)C1=COC=C1)C1N(C(C1C)=O)S(=O)(=O)N1CCCC1